Cl.C(#N)CC1(CN(C1)C1=CC(=C(C(=O)N[C@H](C(F)(F)F)C)C=C1F)F)N1N=CC(=C1)C1=C(NN=C1C)C 4-[3-(cyanomethyl)-3-(3',5'-dimethyl-1H,2'H-4,4'-bipyrazol-1-yl)azetidin-1-yl]-2,5-difluoro-N-[(1S)-2,2,2-trifluoro-1-methylethyl]benzamide hydrochloric acid salt